2-Chloro-5-((5-(2-(4-chlorophenyl)imidazo[1,2-a]pyridin-3-yl)-1,3,4-oxadiazol-2-yl)methyl)-N-methylbenzothioamid ClC1=C(C(NC)=S)C=C(C=C1)CC=1OC(=NN1)C1=C(N=C2N1C=CC=C2)C2=CC=C(C=C2)Cl